C(C)(C)(C)OC(=O)NCCC(=O)O tert-butoxycarbonyl-beta-alanine